ClC1=NC(=C(C(=O)O)C(=C1)NC1=C(C(=CC=C1)C1=NN(C=N1)C)OC)C 6-chloro-4-((2-methoxy-3-(1-methyl-1H-1,2,4-triazole-3-yl)phenyl)amino)-2-methylnicotinic acid